C(=O)(O)C1=CC=CC(=N1)C(N1CCOCCOCCN(CCOCCOCC1)CC1=CC=CC(=N1)C(=O)O)C1=CC=CC=C1 6-((16-((6-carboxypyridin-2-yl)(phenyl)methyl)-1,4,10,13-tetraoxa-7,16-diazacyclooctadecan-7-yl)methyl)picolinic acid